cesium isopropanolate C(C)(C)[O-].[Cs+]